FC(C=1C(=C(C=CC1)[C@@H](C)NC1=C(C(=NC(=N1)OC)C(C(=O)NC1(COCC1)C(F)(F)F)C)C1OCCO1)F)F 2-(6-(((R)-1-(3-(difluoromethyl)-2-fluorophenyl)ethyl)amino)-5-(1,3-dioxolane-2-yl)-2-methoxypyrimidin-4-yl)-N-(3-(trifluoromethyl)tetrahydrofuran-3-yl)propanamide